16-Bromo-1-hexadecene BrCCCCCCCCCCCCCCC=C